4-pentoxy-carbonyl-5'-deoxy-5-fluorocytidine C(CCCC)OC(=O)C1(NC(N([C@H]2[C@H](O)[C@H](O)[C@@H](C)O2)C=C1F)=O)N